L-alanine ethylbutyl ester C(C)C(CCC)OC([C@@H](N)C)=O